2-(4-Hydroxyphenyl)-4,7-dimethyl-5,6-diphenyl-1H-isoindole-1,3(2H)-dione OC1=CC=C(C=C1)N1C(C2=C(C(=C(C(=C2C1=O)C)C1=CC=CC=C1)C1=CC=CC=C1)C)=O